Cl.BrC1=CC(=C(C(=C1)C)CN)C 1-(4-bromo-2,6-dimethylphenyl)methanamine hydrochloride